C(=O)(OCC1C2=CC=CC=C2C2=CC=CC=C12)N[C@@H](CCC)C(=O)O Fmoc-[L-norvaline]